ClC=1C=C(C=C(C1)Cl)C=1N=NC2=CC=C(C=C2C1N1CCC(CC1)NCCF)C=1C=C(C(=O)N)C=C(C1)F 3-[3-(3,5-Dichlorophenyl)-4-{4-[(2-fluoroethyl)amino]piperidin-1-yl}cinnolin-6-yl]-5-fluorobenzamid